C1(=CC=CC=C1)C1=CC(=NC2=CC=C(C=C12)CCC1=CC=CC=C1)CC1C(NC(S1)=O)=O 5-{[4-phenyl-6-(2-phenylethyl)quinolin-2-yl]methyl}-1,3-thiazolidine-2,4-dione